BrC1=CC=C(CC=2C=C(C=CC2)NC(OC(C)(C)C)=O)C=C1 tert-butyl (3-(4-bromobenzyl)phenyl)carbamate